O1CCC(CC1)OC1=CC=C(C=N1)CO (6-((tetrahydro-2H-pyran-4-yl)oxy)pyridin-3-yl)methanol